FC(CNC(=S)NC1=CC(=C(C(=C1)F)OC1=C2C(=NC=C1)N(C=C2C2=CC=NN2C(C)C)COCC[Si](C)(C)C)F)(CO)F N-(2,2-difluoro-3-hydroxypropyl)-N'-{3,5-difluoro-4-[(3-[1-(propan-2-yl)-1H-pyrazol-5-yl]-1-{[2-(trimethylsilyl)ethoxy]methyl}-1H-pyrrolo[2,3-b]pyridin-4-yl)oxy]phenyl}thiourea